FC=1C=C(/C=C/C(=O)Cl)C=CC1 trans-3-fluorocinnamoyl chloride